dithiinium [SH+]1SC=CC=C1